3-(methacryloyloxy)propanol C(C(=C)C)(=O)OCCCO